(S)-(5-chloro-2,4-diphenyl-2,3-dihydrobenzofuran-2-yl)methylamine ClC=1C=CC2=C(C[C@](O2)(C2=CC=CC=C2)CN)C1C1=CC=CC=C1